ClC=1C=C2C=CC(=NC2=CC1)C=1C=C2CC(NC2=CC1)=O 5-(6-Chloroquinoline-2-yl)indolin-2-one